C(C)(C)(C)CC(C(=O)OO)(C)C.C(CCCCCC(C)(C)C)(=O)OOC(C)(C)C t-butyl peroxyneodecanoate tert-butyl-peroxypivalate